CN(CCOCCO)C 2-(2-(dimethylamino)ethoxy)ethanol